trans-benzyl 1-(4-(2-aminocyclopropyl)phenylamino)-3-(4-bromophenyl)-1-oxopropan-2-ylcarbamate N[C@H]1[C@@H](C1)C1=CC=C(C=C1)NC(C(CC1=CC=C(C=C1)Br)NC(OCC1=CC=CC=C1)=O)=O